methyl 4-[3-(3-bromophenyl)-4-[2-[[(E)-3-[2-fluoro-4-(trifluoromethyl)phenyl]prop-2-enoyl]amino]acetyl]piperazin-1-yl]butanoate BrC=1C=C(C=CC1)C1CN(CCN1C(CNC(\C=C\C1=C(C=C(C=C1)C(F)(F)F)F)=O)=O)CCCC(=O)OC